ClC1=C(C#N)C=CC(=N1)C1CC1 2-chloro-6-cyclopropyl-nicotinonitrile